1-(tetrahydro-2H-pyran-2-yl)-5-(thiophen-2-yl)-1H-indazol-4-yl trifluoromethanesulfonate FC(S(=O)(=O)OC1=C2C=NN(C2=CC=C1C=1SC=CC1)C1OCCCC1)(F)F